4-(((2R)-4-((3-((2-(2,6-dioxopiperidin-3-yl)-1,3-dioxoisoindolin-4-yl)amino)propyl)(methyl)amino)-1-(phenylthio)butan-2-yl)amino)-3-((trifluoromethyl)sulfonyl)benzenesulfonamide O=C1NC(CCC1N1C(C2=CC=CC(=C2C1=O)NCCCN(CC[C@H](CSC1=CC=CC=C1)NC1=C(C=C(C=C1)S(=O)(=O)N)S(=O)(=O)C(F)(F)F)C)=O)=O